N-{[3-(4-{[(3R,4S)-4-fluoro-1-methylpiperidin-3-yl]amino}-1-(2,2,2-trifluoroethyl)-1H-indol-2-yl)-1,2,4-oxadiazol-5-yl]methyl}-1-[(1R,2R)-2-methoxycyclopentyl]-1H-pyrrole-3-carboxamide F[C@@H]1[C@@H](CN(CC1)C)NC1=C2C=C(N(C2=CC=C1)CC(F)(F)F)C1=NOC(=N1)CNC(=O)C1=CN(C=C1)[C@H]1[C@@H](CCC1)OC